1-[6-[6-(6-methylpyridazin-3-yl)oxypyrazolo[1,5-a]pyridin-3-yl]-2-[5-methyl-1-(2,2,2-trifluoroethyl)pyrazol-4-yl]pyridin-3-yl]ethanone CC1=CC=C(N=N1)OC=1C=CC=2N(C1)N=CC2C2=CC=C(C(=N2)C=2C=NN(C2C)CC(F)(F)F)C(C)=O